N-(((2S,6R)-4-(6-(6-(difluoromethyl)imidazo[1,2-b]pyridazin-3-yl)pyrimidin-4-yl)-6-(trifluoromethyl)morpholin-2-yl)methyl)methanesulfonamide FC(C=1C=CC=2N(N1)C(=CN2)C2=CC(=NC=N2)N2C[C@H](O[C@H](C2)C(F)(F)F)CNS(=O)(=O)C)F